C(C)C1=C(C#[N+][O-])C(=CC(=C1CN1C(=NC=C1)C)CC)CC 2,4,6-triethyl-3-((2-methyl-1H-imidazol-1-yl)methyl)benzonitrile oxide